3-(3-methoxyazetidin-3-yl)propanoic acid COC1(CNC1)CCC(=O)O